N-(4-(N-(2-(2-(dimethylamino)acetyl)-1,2,3,4-tetrahydroisoquinolin-7-yl)sulfamoyl)naphthalen-1-yl)-2-methylbenzamide CN(CC(=O)N1CC2=CC(=CC=C2CC1)NS(=O)(=O)C1=CC=C(C2=CC=CC=C12)NC(C1=C(C=CC=C1)C)=O)C